(2S,5R)-5-(4-((2-fluorobenzyl)oxy)phenyl)pyrrolidine-2-carboxamide FC1=C(COC2=CC=C(C=C2)[C@H]2CC[C@H](N2)C(=O)N)C=CC=C1